OC1=C(C(C(C(=C1)O)CC=C(C)C)=O)C(CC(C)C)=O 3,5-dihydroxy-6-(3-methylbut-2-en-1-yl)-2-(3-methylbutanoyl)cyclohexa-2,4-dien-1-one